1,5-anhydro-2,3-dideoxy-3-(7,8-dimethyl-4-oxo-6-(4-((tetrahydro-2H-pyran-4-ylmethyl)carbamoyl)-benzyl)quinazolin-3(4H)-yl)-L-threo-pentitol CC1=C(C=C2C(N(C=NC2=C1C)[C@H]1CCOC[C@@H]1O)=O)CC1=CC=C(C=C1)C(NCC1CCOCC1)=O